NC1=NC2=CC(=CC=C2C(=C1)NCC12COC(CC1)(CC2)C(CO)O)Br 1-(4-(((2-amino-7-bromoquinolin-4-yl)amino)methyl)-2-oxabicyclo[2.2.2]octan-1-yl)ethane-1,2-diol